N1C=NC(=C1)/C=C/C(=O)ON1C(CCC1=O)=O 2,5-dioxopyrrolidin-1-yl (E)-3-(1H-imidazol-4-yl)acrylate